C(C)C=1C=C(C=2N(C1)C=C(N2)CN[S@](=O)C(C)(C)C)N2C(N(C(C2)=O)C)=O (R)-N-((6-ethyl-8-(3-methyl-2,4-dioxoimidazolidin-1-yl)imidazo[1,2-a]pyridin-2-yl)methyl)-2-methylpropane-2-sulfinamide